ClC1=C(C=CC(=C1)Cl)C1OC2=C(C=CC=C2C(=C1)F)C1CCN(CC1)CC1=NC2=C(N1C[C@H]1OCC1)C=C(C=C2)C(=O)O 2-((4-(2-(2,4-dichlorophenyl)-4-fluoro-2H-chromene-8-yl)piperidin-1-yl)methyl)-1-(((S)-oxetan-2-yl)methyl)-1H-benzo[d]imidazole-6-carboxylic acid